tert-Butyl N-tert-butoxycarbonyl-N-[3-[[2-chloro-5-[[(1R,3R)-2,2-dichloro-3-(3,4-dichlorophenyl)cyclopropanecarbonyl]amino]-3-methyl-benzoyl]amino]-2,6-difluoro-phenyl]carbamate C(C)(C)(C)OC(=O)N(C(OC(C)(C)C)=O)C1=C(C(=CC=C1F)NC(C1=C(C(=CC(=C1)NC(=O)[C@@H]1C([C@H]1C1=CC(=C(C=C1)Cl)Cl)(Cl)Cl)C)Cl)=O)F